1,3-dimethyl-1-cyclopentyl methacrylate C(C(=C)C)(=O)OC1(CC(CC1)C)C